2-hydroxy-4-(3-hydroxypropoxy)benzophenone OC1=C(C(=O)C2=CC=CC=C2)C=CC(=C1)OCCCO